ClC1=C(C(=CC=C1)Cl)CC(=O)N1[C@H](C2=CC=CC(=C2C[C@@H]1CO)CC[C@@](C(F)F)(C)O)C 2-(2,6-dichlorophenyl)-1-[(1S,3R)-5-[(3R)-4,4-difluoro-3-hydroxy-3-methyl-butyl]-3-(hydroxymethyl)-1-methyl-3,4-dihydro-1H-isoquinolin-2-yl]ethanone